N-[(1H-benzimidazol-2-yl)methyl]-2-[rel-(3R,5S)-3,5-dimethylpiperazin-1-yl]-7-(trifluoromethyl)imidazo[2,1-f][1,2,4]triazin N1C(=NC2=C1C=CC=C2)CN2N1C(C=NC2N2C[C@H](N[C@H](C2)C)C)=NC=C1C(F)(F)F |o1:18,20|